2,2-dimethyl-3,4-dihydro-2H-benzo[H]chromene-5,6-dione CC1(OC=2C3=C(C(C(C2CC1)=O)=O)C=CC=C3)C